S(OC1=CC=C(C=C1)OCC1=CC=C(C=C1)C)(=O)(=O)F 4-((4-methylbenzyl)oxy)phenyl sulfurofluoridate